C(CCC)C1=C(C(=C(C(=N1)O)C(=O)N1CCN(CC1)C1=NC=C(C=C1)Cl)O)C1=C(C=CC=C1OC)OC 6-butyl-3-[4-(5-chloropyridin-2-yl)piperazine-1-carbonyl]-5-(2,6-dimethoxyphenyl)pyridine-2,4-diol